COC=1C(=CC(=C(C1)N1CCC(CC1)CN1CCC2(CCN(CC2)C=2C=CC(=NC2)C(=O)O)CC1)C=1C=NN(C1)C)[N+](=O)[O-] 5-(9-((1-(5-methoxy-2-(1-methyl-1H-pyrazol-4-yl)-4-nitrophenyl)piperidin-4-yl)methyl)-3,9-diazaspiro[5.5]undecan-3-yl)picolinic acid